C(=O)([O-])[C@H](CSC\C=C(\CCCC(CCCC(CCCC(C)C)C)C)/C)NC(=O)N1[C@@H](C[C@H](C1)O)C(=O)[O-].[Na+].[Na+] disodium (2S,4R)-1-{[(1R)-1-carboxylato-2-{[(2E)-3,7,11,15-tetramethyl hexadec-2-en-1-yl]sulfanyl}ethyl]carbamoyl}-4-hydroxypyrrolidine-2-carboxylate